COC(=O)C=1N(C(N(C(C1)=O)CC1=NC(=NO1)C[C@H](O)C1=CC=C(C=C1)Cl)=O)C (S)-1-((3-(2-(4-chlorophenyl)-2-hydroxyethyl)-1,2,4-oxadiazol-5-yl)methyl)-3-methyl-2,6-dioxo-1,2,3,6-tetrahydropyrimidine-4-carboxylic acid methyl ester